ClC1=NC=NC=N1 monochloros-triazine